COC1=C(C#N)C=CC(=C1)C1=NN=C2N1CCN(C2)CCC2=C(C1=C(C(OC1)=O)C=C2)C 2-methoxy-4-{7-[2-(4-methyl-1-oxo-1,3-dihydro-2-benzofuran-5-yl)ethyl]-5,6,7,8-tetrahydro[1,2,4]triazolo[4,3-a]pyrazin-3-yl}benzonitrile